(R)-N-(2-fluoro-5-(2-(2-hydroxyethoxy)-6-morpholinopyridin-4-yl)-4-methylphenyl)-3-(trifluoromethyl)pyrrolidine-1-carboxamide FC1=C(C=C(C(=C1)C)C1=CC(=NC(=C1)N1CCOCC1)OCCO)NC(=O)N1C[C@@H](CC1)C(F)(F)F